2-ethoxybenzoic acid methyl ester COC(C1=C(C=CC=C1)OCC)=O